5-methyluridine-3'-(2-cyanoethyl N,N-diisopropylphosphoramidite) C(#N)CCP(O)(N(C(C)C)C(C)C)O[C@H]1[C@H]([C@@H](O[C@@H]1CO)N1C(=O)NC(=O)C(=C1)C)O